ClC1=NN(C=C1C(=O)N[C@H]1[C@H]2CC[C@@H](C1)N2C#N)C2=CC(=CC(=C2)Cl)Cl 3-chloro-N-((1R,2R,4S)-7-cyano-7-azabicyclo[2.2.1]heptan-2-yl)-1-(3,5-dichlorophenyl)-1H-pyrazole-4-carboxamide